4-(hydroxymethyl)benzofuran-7-carbonitrile OCC1=CC=C(C2=C1C=CO2)C#N